FC(C1=CC=C(C=C1)C=1N=C(N2C1C=CC=C2)[C@@H]2[C@@H](C2)C(=O)OCC)(F)F ethyl cis-2-(1-(4-(trifluoromethyl)phenyl)imidazo[1,5-a]pyridin-3-yl)cyclopropane-1-carboxylate